6-Chloro-4-(2,6-dimethoxy-4-propylphenyl)-1-ethyl-7-fluoroindolin-2-one ClC1=CC(=C2CC(N(C2=C1F)CC)=O)C1=C(C=C(C=C1OC)CCC)OC